FC=1C(=C(C=CC1)C(=O)N1C[C@@H](CC[C@H]1C)OC1=NC=CC(=C1C#N)C)N1N=CC=N1 2-{[(3R,6R)-1-{[3-fluoro-2-(2H-1,2,3-triazol-2-yl)phenyl]carbonyl}-6-methylpiperidin-3-yl]oxy}-4-methylpyridine-3-carbonitrile